9-methyldecyl 8-((8-((1-fluoroheptadecan-9-yl)oxy)-8-oxooctyl)(2-hydroxyethyl)amino)-2-methyloctanoate FCCCCCCCCC(CCCCCCCC)OC(CCCCCCCN(CCCCCCC(C(=O)OCCCCCCCCC(C)C)C)CCO)=O